1-vinyloxy-2-methylpropan-1-amine C(=C)OC(C(C)C)N